[NH4+].ClC=1C=CC2=CN(N=C2C1)C1CCC(CC1)CNC(C1=CC(=C(C(=C1)F)O)F)=O N-{[(1r,4r)-4-(6-chloro-2H-indazol-2-yl)cyclohexyl]methyl}-3,5-difluoro-4-hydroxybenzamide, ammonium salt